CC(C(O)(O)O)C 2-methyl-propanetriol